OCCCCN(CCCCCC(=O)OC(C(C(F)(F)F)(F)F)CCCCCCCCC)CCCCCC(=O)OC(C(C(F)(F)F)(F)F)CCCCCCCCC BIS(1,1,1,2,2-PENTAFLUORODODECAN-3-YL) 6,6'-((4-HYDROXYBUTYL)AZANEDIYL)DIHEXANOATE